5-bromo-1,3-dimethyl-7-((1-methylpiperidin-3-yl)methoxy)quinolin-2(1H)-one BrC1=C2C=C(C(N(C2=CC(=C1)OCC1CN(CCC1)C)C)=O)C